C1(CC1)C=1N=CC2=C(N1)NC=C2C2=CC=1C=NC=CC1S2 2-(2-cyclopropyl-7H-pyrrolo[2,3-d]pyrimidin-5-yl)thieno[3,2-c]pyridine